6-(8-(benzo[d]thiazol-2-ylcarbamoyl)-3,4-dihydroisoquinolin-2(1H)-yl)-3-(1-benzoyl-1H-pyrrol-3-yl)picolinic acid tert-butyl ester C(C)(C)(C)OC(C1=NC(=CC=C1C1=CN(C=C1)C(C1=CC=CC=C1)=O)N1CC2=C(C=CC=C2CC1)C(NC=1SC2=C(N1)C=CC=C2)=O)=O